(2S,3R,4R,5S,6R)-2-(3-(allyloxy)-5-benzyl-4-chlorophenyl)-6-(hydroxymethyl)tetrahydro-2H-pyran-3,4,5-triol C(C=C)OC=1C=C(C=C(C1Cl)CC1=CC=CC=C1)[C@@H]1O[C@@H]([C@H]([C@@H]([C@H]1O)O)O)CO